4-{[3-methoxy-4-(5-methyl-1,2,4-oxadiazol-3-yl)pyridin-2-yl]amino}-N-(2H3)methyl-6-propionylaminopyridine-3-carboxamide COC=1C(=NC=CC1C1=NOC(=N1)C)NC1=C(C=NC(=C1)NC(CC)=O)C(=O)NC([2H])([2H])[2H]